(S)-4-methyl-N-(1-(3-(2-(trifluoromethyl)pyridin-4-yl)-1,2,4-oxadiazol-5-yl)ethyl)cyclohexane-1-carboxamide CC1CCC(CC1)C(=O)N[C@@H](C)C1=NC(=NO1)C1=CC(=NC=C1)C(F)(F)F